ClC=1C2=C(C3=C(N=C(N=C3C1F)O)O)COC2 6-chloro-5-fluoro-7,9-dihydrofuro[3,4-f]quinazoline-1,3-diol